N-((1-(6-fluorobenzo[d]oxazol-2-yl)azetidin-3-yl)methyl)-N-methylacetamide FC1=CC2=C(N=C(O2)N2CC(C2)CN(C(C)=O)C)C=C1